CC1CCCCC(=O)N1 6-methyl-ε-caprolactam